O=C1NC(CCC1N1C(C2=CC=C(C=C2C1=O)N1CCC(CC1)NCC1=CC=C(C=C1)NC1=NC=C(C(=N1)OC1=C2C(CCC2=CC=C1)=O)C(F)(F)F)=O)=O 2-(2,6-dioxopiperidin-3-yl)-5-(4-((4-((4-((3-oxo-2,3-dihydro-1H-inden-4-yl)oxy)-5-(trifluoromethyl)pyrimidin-2-yl)amino)benzyl)amino)piperidin-1-yl)isoindoline-1,3-dione